O[C@H]1CC[C@H](NC1)C(=O)O (2S,5S)-5-hydroxy-piperidine-2-carboxylic acid